C1(CCC1)C1=CC(=C(C=C1)NC1=C2C(=NC(=C1)NC(=O)C1CC1)NN(C2=O)C)OC N-(4-((4-cyclobutyl-2-methoxyphenyl)amino)-2-methyl-3-oxo-2,3-dihydro-1H-pyrazolo[3,4-b]pyridin-6-yl)cyclopropanecarboxamide